3-(5-(((1R,2S)-2-(ethylamino)cyclopentyl)amino)-1-oxoisoindolin-2-yl)piperidine-2,6-dione C(C)N[C@@H]1[C@@H](CCC1)NC=1C=C2CN(C(C2=CC1)=O)C1C(NC(CC1)=O)=O